C(C)(C)(C)OC(=O)N1C2(C(NC(C1)C2)=O)CC2=NN(C=C2)C (1-methyl-1H-pyrazol-3-yl)methyl-6-oxo-2,5-diazabicyclo[2.2.1]heptane-2-carboxylic acid tert-butyl ester